N-(1-(3-aminopropyl)-1H-pyrazol-4-yl)-7-(4-(2-bromoethoxy)phenyl)pyrrolo[2,1-f][1,2,4]Triazine-2-amine NCCCN1N=CC(=C1)NC1=NN2C(C=N1)=CC=C2C2=CC=C(C=C2)OCCBr